Methyl (((cis-3-(2-amino-6-methoxy-9H-purin-9-yl)cyclobutyl) methoxy)(4-chloro-2-fluorophenoxy) phosphoryl)-L-alaninate NC1=NC(=C2N=CN(C2=N1)[C@H]1C[C@H](C1)COP(=O)(OC1=C(C=C(C=C1)Cl)F)N[C@@H](C)C(=O)OC)OC